4-(5-(p-tolyl)-7-((2-(trimethylsilyl)ethoxy)methyl)-7H-pyrrolo[2,3-d]pyrimidin-4-yl)morpholine C1(=CC=C(C=C1)C1=CN(C=2N=CN=C(C21)N2CCOCC2)COCC[Si](C)(C)C)C